5-cyano-3-benzyl-1-(4-vinylbenzyl)-1H-1,2,4-triazole C(#N)C1=NC(=NN1CC1=CC=C(C=C1)C=C)CC1=CC=CC=C1